tert-butyl N-[(3S,4R)-1-carbamoyl-4-[(4-ethenylphenyl) methoxy]pentan-3-yl]carbamate C(N)(=O)CC[C@@H]([C@@H](C)OCC1=CC=C(C=C1)C=C)NC(OC(C)(C)C)=O